(5-bromo-1-isopropyl-1H-1,2,4-triazol-3-yl)-3-(trifluoromethyl)pyridin-2-amine BrC1=NC(=NN1C(C)C)C1=C(C(=NC=C1)N)C(F)(F)F